(R)-2-(bis(4-(dimethylamino)phenyl)methyl)valeraldehyde CN(C1=CC=C(C=C1)C([C@H](C=O)CCC)C1=CC=C(C=C1)N(C)C)C